(1S,5R)-3-benzyl-N'-(1-methylpiperidine-4-carbonyl)-5-(trifluoromethyl)-3-azabicyclo[3.1.0]hexane-1-Carbohydrazide C(C1=CC=CC=C1)N1C[C@@]2(C[C@@]2(C1)C(F)(F)F)C(=O)NNC(=O)C1CCN(CC1)C